BrC=1C=C(C(=C(C1)OC(C1=CN=CC=C1)=O)O)/C=N/C(C(C)C)O.NC(C(=O)NCCN1CCCC1)(C)C 2-amino-2-methyl-N-(2-(pyrrolidin-1-yl)ethyl)propionamide (E)-5-bromo-2-hydroxy-3-((1-hydroxy-2-methyl-propylimino)methyl)-phenyl-nicotinate